1,5-Anhydro-2-[(tert-butoxycarbonyl)amino]-2,3,4,7-tetradeoxy-D-ribo-heptitol C(C)(C)(C)OC(=O)N[C@H]1CO[C@@H](CC1)[C@H](O)C